C[SiH](OC)C dimethyl-methoxysilan